NC=1C(=NC(=CN1)C=1C=NN(C1)C1CCN(CC1)CCOC)C=1C=CC(N(N1)C1=C(C=CC(=C1)OC)C)=O 6-(3-Amino-6-(1-(1-(2-methoxyethyl)piperidin-4-yl)-1H-pyrazol-4-yl)pyrazin-2-yl)-2-(5-methoxy-2-methylphenyl)pyridazin-3(2H)-on